3-(3-(4-(Chloromethyl)phenyl)-5-(2-(fluoromethyl)-2H-1,2,3-triazol-4-yl)-3H-imidazo[4,5-b]pyridin-2-yl)pyrazin-2-amine ClCC1=CC=C(C=C1)N1C(=NC=2C1=NC(=CC2)C2=NN(N=C2)CF)C=2C(=NC=CN2)N